2-(2-benzyl-4-(1-(pyridin-3-ylmethyl)-1H-pyrazol-3-yl)-5,7-dihydro-6H-pyrrolo[3,4-d]pyrimidin-6-yl)ethane-1-sulfonyl fluoride C(C1=CC=CC=C1)C=1N=C(C2=C(N1)CN(C2)CCS(=O)(=O)F)C2=NN(C=C2)CC=2C=NC=CC2